thiodiethylenebis(3,5-di-tert-butyl-4-hydroxy-hydrocinnamate) S(CCC(C(=O)[O-])CC1=CC(=C(C(=C1)C(C)(C)C)O)C(C)(C)C)CCC(C(=O)[O-])CC1=CC(=C(C(=C1)C(C)(C)C)O)C(C)(C)C